Ethyl (S)-3-amino-3-(4,4'-difluoro-2',6'-dimethyl-5-(trifluoromethyl)-[1,1'-biphenyl]-3-yl)propanoate N[C@@H](CC(=O)OCC)C=1C=C(C=C(C1F)C(F)(F)F)C1=C(C=C(C=C1C)F)C